BrC1=C(C(=C(C#N)C(=C1)N1CCC2(CC2)CC1)F)CCO 4-bromo-2-fluoro-3-(2-hydroxyethyl)-6-(6-azaspiro[2.5]octan-6-yl)benzonitrile